3,6-bis(diethylamino)-9-(o-chloroanilino)xanthyl benzoate C(C1=CC=CC=C1)(=O)OC1(C2=CC=C(C=C2OC=2C=C(C=CC12)N(CC)CC)N(CC)CC)NC1=C(C=CC=C1)Cl